BrC1=CC=C(C=2N=CC=NC12)\C=N\O (E)-8-bromoquinoxaline-5-formaldoxime